FC(CN1CCN(CC1)C1=C(C=C2CN(C(C2=C1)=O)C[C@H](C(C)(C)O)F)NC(=O)C=1C=NN2C1N=CC(=C2)C)F N-[6-[4-(2,2-Difluoroethyl)piperazin-1-yl]-2-[(2R)-2-fluoro-3-hydroxy-3-methyl-butyl]-1-oxo-isoindolin-5-yl]-6-methyl-pyrazolo[1,5-a]pyrimidine-3-carboxamide